BrCCCN(C(OC(C)(C)C)=O)C tert-butyl (3-bromopropyl)(methyl)carbamate